CC(C=CC(=O)O)=CC(CCCCCCCCCC)C 4,6-dimethyl-2,4-hexadecadienoic acid